[N+](=O)([O-])[O-].[N+](=O)(O)[O-].[N+](=O)(O)[O-].[N+](=O)([O-])[O-].[N+](=O)([O-])[O-].[Ce+3] cerium pentanitrate